3-butyliden-2-benzofuran-1-one C(CCC)=C1OC(C2=C1C=CC=C2)=O